9-(cyclopropylmethyl)-4-fluoro-1-(piperidin-4-yl)-8,9-dihydro-2,7,9a-triazabenzo[cd]azulen-6(7H)-one C1(CC1)CC1CNC(C=2C3=C(N=C(N13)C1CCNCC1)C=C(C2)F)=O